[O-2].[Zn+2].[Al+3] Aluminum Zinc Oxide